2,2-dioleyl-4-dimethylaminoethyl-[1,3]-dioxolane C(CCCCCCC\C=C/CCCCCCCC)C1(OCC(O1)CCN(C)C)CCCCCCCC\C=C/CCCCCCCC